NC1=C(C(=NN1C(C)C)C1=CC(=C(C=C1)CC(NC1=NNC(=C1)C1=CC=CC=C1)=O)F)C(=O)N 5-Amino-3-(3-fluoro-4-[[(5-phenyl-1H-pyrazol-3-yl)carbamoyl]methyl]phenyl)-1-isopropylpyrazole-4-carboxamide